1-(4-hydroxyphenyl)-3,3-dimethyl-2,3-dihydro-1H-indene-5-ol OC1=CC=C(C=C1)C1CC(C2=CC(=CC=C12)O)(C)C